O=C1NC(CCC1C1=CC(=C(C=C1)N1CCC(CC1)C=O)OC)=O 1-(4-(2,6-dioxopiperidin-3-yl)-2-methoxyphenyl)piperidine-4-carbaldehyde